2',6'-dichlorobiphenyl-4-carboxylic acid methyl ester COC(=O)C1=CC=C(C=C1)C1=C(C=CC=C1Cl)Cl